(R)-2-(3-fluoro-5-((S)-1-hydroxypropan-2-yl)-2-methoxyphenyl)-2-((R)-3-(methyl(5-(5,6,7,8-tetrahydro-1,8-naphthyridin-2-yl)pentyl)amino)pyrrolidin-1-yl)acetic acid FC=1C(=C(C=C(C1)[C@@H](CO)C)[C@H](C(=O)O)N1C[C@@H](CC1)N(CCCCCC1=NC=2NCCCC2C=C1)C)OC